methylpentanol sec-butyl-acetate C(C)(CC)CC(=O)OC(CCCC)C